ClC1=NC(=CC=C1F)C(F)(F)F 2-chloro-3-fluoro-6-(trifluoromethyl)pyridine